5-bromo-4-fluoro-2-methyl-3-(1-methyl-1H-pyrazol-4-yl)-2H-indazole BrC1=C(C2=C(N(N=C2C=C1)C)C=1C=NN(C1)C)F